CN[C@H](CC1=CNC2=CC=CC=C12)C(=O)O D-N-methyl-tryptophan